FC1=C(C=C(C(=C1)F)F)CBr (2,4,5-trifluorophenyl)methyl bromide